N-(3,4-dimethoxyphenyl)-4'-(trifluoromethoxy)-[1,1'-biphenyl]-4-sulfonamide COC=1C=C(C=CC1OC)NS(=O)(=O)C1=CC=C(C=C1)C1=CC=C(C=C1)OC(F)(F)F